N=1C=NN2C1C=C(C=C2)OC2=C(C(=C(C=C2)NC=2C1=C(N=CN2)C=C(C(=N1)SC)OC)F)Cl N-(4-([1,2,4]triazolo[1,5-a]pyridin-7-yloxy)-3-chloro-2-fluorophenyl)-7-methoxy-6-(methylthio)pyrido[3,2-d]pyrimidin-4-amine